(2R,3S)-3-((5-fluoro-2-(2-methoxy-7-methylquinoxalin-5-yl)benzo[d]thiazol-6-yl)oxy)butan-2-yl (2-((R)-2,3-dihydroxypropoxy)pyrimidin-5-yl)carbamate O[C@@H](COC1=NC=C(C=N1)NC(O[C@H](C)[C@H](C)OC1=CC2=C(N=C(S2)C2=C3N=CC(=NC3=CC(=C2)C)OC)C=C1F)=O)CO